tert-Butyl 4-(3-amino-2,2-difluoro-propyl)-2,2-dimethyl-pyrrolidine-1-carboxylate NCC(CC1CC(N(C1)C(=O)OC(C)(C)C)(C)C)(F)F